4-[[2-(5-Chloro-2-hydroxyphenyl)acetyl]amino]-N-[(3S)-3-(hydroxymethyl)tetrahydrofuran-3-yl]pyridin ClC=1C=CC(=C(C1)CC(=O)NC1=CCN(C=C1)[C@]1(COCC1)CO)O